1,3-bis(bromomethylene)cyclohexane Tert-butyl-(3S)-4-hydroxy-3-methyl-1-oxo-2-oxa-8-azaspiro[4.5]decane-8-carboxylate C(C)(C)(C)OC(=O)N1CCC2(C([C@@H](OC2=O)C)O)CC1.BrC=C1CC(CCC1)=CBr